(3R)-1-[5-(5-{2-[2-(2-Fluoroethoxy)ethoxy]ethoxy}-1H-indol-2-yl)pyrimidin-2-yl]piperidin-3-ol FCCOCCOCCOC=1C=C2C=C(NC2=CC1)C=1C=NC(=NC1)N1C[C@@H](CCC1)O